fluoro-N4-(methoxycarbonylmethyl)-2,4-pyrimidinediamine FC=1C(=NC(=NC1)N)NCC(=O)OC